(1-(2-hydroxy-2-methylpropyl)-1H-imidazol-4-yl)-2-((1-(methylsulfonyl)piperidin-4-yl)amino)pyrimidine-5-carbonitrile OC(CN1C=NC(=C1)C1=NC(=NC=C1C#N)NC1CCN(CC1)S(=O)(=O)C)(C)C